C(CCC)N1C(N(C(C(C1=O)=C(N)N)=O)C1CCC2(CC(C2)(C(=O)N)C2=NC=CN=C2)CC1)=O 7-(3-Butyl-5-(diaminomethylene)-2,4,6-trioxotetrahydropyrimidin-1(2H)-yl)-2-(pyrazin-2-yl)spiro[3.5]nonane-2-carboxamide